2-[benzyl({1-[6,7-dichloro-4-(1-methylpyrazol-3-yl)-2H-indazol-3-yl]ethyl})amino]ethanol C(C1=CC=CC=C1)N(CCO)C(C)C=1NN=C2C(=C(C=C(C12)C1=NN(C=C1)C)Cl)Cl